γ-Deutero-L-ornithine [2H]C(C[C@H](N)C(=O)O)CN